BrC=1C(=NC(=NC1C)Cl)N 5-bromo-2-chloro-6-methylpyrimidin-4-amine